C(C)OC1=C(C=CC(=C1F)F)[C@H]1[C@@H](O[C@]([C@H]1C)(C(F)(F)F)C)C(=O)NC1=CC(=[N+](C=C1)[O-])C(=O)N (2R,3S,4S,5R)-4-[[3-(2-Ethoxy-3,4-difluoro-phenyl)-4,5-dimethyl-5-(trifluoromethyl)tetrahydrofuran-2-carbonyl]amino]-1-oxido-pyridin-1-ium-2-carboxamid